2-[(2E)-2-(aminomethyl)-3-fluoroprop-2-en-1-yl]-4-{[5-(2,1,3-benzothiadiazol-5-yl)thiophen-2-yl]methyl}-2,4-dihydro-3H-1,2,4-triazol-3-one NC/C(/CN1N=CN(C1=O)CC=1SC(=CC1)C1=CC=2C(=NSN2)C=C1)=C\F